N1(C=CC2=CC=CC=C12)C(=O)O.CSCCC[C@H](N)C(=O)O 5-(methylsulfanyl)norvaline indole-1-carboxylate